CC1=C(C(=CC=C1)C)C=1C=CC=2C=3C=CC(=C4C=CC=C(C5=CC=CC1C52)C43)C4=C(C=CC=C4C)C 3,10-bis(2,6-dimethylphenyl)perylene